BrCC1=C(C=CC=C1F)F bromomethyl-1,3-difluorobenzene